butoxy carbonyl-carbamate C(=O)=NC(OOCCCC)=O